C(C)(C)(C)OC(=O)N1C(=CC2=CC(=C(C=C12)CC)F)B(O)O 1-(TERT-BUTOXYCARBONYL)-6-ETHYL-5-FLUORO-1H-INDOL-2-YLBORONIC ACID